trans-Dichloroethylene C(=C/Cl)\Cl